O[C@H](C(=O)OC(C)C)[C@@H](C(=O)OC(C)C)O[Si](C(C)C)(C(C)C)C(C)C diisopropyl (2S,3S)-2-hydroxy-3-((triisopropylsilyl)oxy)succinate